3-iodo-1-(oxazolidin-2-yl)-1h,4h,5h,6h,7h-pyrazolo[3,4-c]pyridine-6-carboxylic acid tert-butyl ester C(C)(C)(C)OC(=O)N1CC2=C(CC1)C(=NN2C2OCCN2)I